NC=1C=C(C=CC1)[Si](O[Si](C)(C)C1=CC(=CC=C1)N)(C)C 1,3-bis(m-aminophenyl)-1,1,3,3-tetramethyldisiloxane